4-[1-(2,2-difluoroethyl)-4-(1-ethyl-3-methyl-1H-pyrazol-5-yl)-1H-imidazol-2-yl]-1-methyl-1H-pyrazolo[4,3-c]pyridine-6-carboxamide FC(CN1C(=NC(=C1)C1=CC(=NN1CC)C)C1=NC(=CC2=C1C=NN2C)C(=O)N)F